4-amino-N-cyclopropyl-7-fluoro-N-(1-(3-methyl-3H-imidazo[4,5-c]pyridin-6-yl)ethyl)imidazo[1,5-a]quinoxaline-8-formamide NC=1C=2N(C3=CC(=C(C=C3N1)F)C(=O)N(C(C)C1=CC3=C(C=N1)N(C=N3)C)C3CC3)C=NC2